(2S,3R)-3-[tert-butyl(dimethyl)silyl]oxy-N-(3-chloro-4-fluoro-phenyl)-N-methyl-pyrrolidine-2-carboxamide [Si](C)(C)(C(C)(C)C)O[C@H]1[C@H](NCC1)C(=O)N(C)C1=CC(=C(C=C1)F)Cl